Methyl-2-[acetyl(2-naphthylmethyl)amino]-4,7-dihydro-5H-spiro[1-benzothiophene-6,2'-[1,3]dioxolane] CC1OC2(OC1)CC1=C(C=C(S1)N(CC1=CC3=CC=CC=C3C=C1)C(C)=O)CC2